F[C@H](C(=O)NC1=CC=C(C=C1)NCC1=CC=C(C=C1)O)[C@@H](CCCC)F (2R,3R)-2,3-Difluoro-N-(4-((4-hydroxybenzyl)amino)phenyl)heptanamid